tert-butyl(3-(3-((1-(tetrahydro-2H-pyran-2-yl)-6-(4H-1,2,4-triazol-4-yl)-1H-indazol-4-yl)oxy)propoxy)propyl)carbamate C(C)(C)(C)OC(NCCCOCCCOC1=C2C=NN(C2=CC(=C1)N1C=NN=C1)C1OCCCC1)=O